uranioborane [U]B